(trans)-Ethyl 4-(2-chloro-3,4-difluorophenyl)-6-(4-(4-(methoxycarbonyl)phenyl)cyclohexyl)-2-(thiazol-2-yl)-1,4-dihydropyrimidine-5-carboxylate ClC1=C(C=CC(=C1F)F)C1N=C(NC(=C1C(=O)OCC)[C@@H]1CC[C@H](CC1)C1=CC=C(C=C1)C(=O)OC)C=1SC=CN1